3-Pentyl-7,8,9,10-tetrahydro-6H-benzo[c]chromen-1-ol C(CCCC)C=1C=C(C=2C3=C(COC2C1)CCCC3)O